O1N=CCCC=C1 4,5-dihydro-1,2-oxaazepine